FC=1C=C2C(C(NC2=CC1)=O)=NN=C1SCC(N1C1=CC=C(C=C1)OC)=O 5-fluoro-3-(2-(3-(4-methoxyphenyl)-4-oxo-thiazolidine-2-ylidene)hydrazono)indol-2-one